(2-tert-butoxy-2-oxoethyl)(chloro)zinc Benzyl-(E)-4-(5-(3-(tert-butoxy)-3-oxoprop-1-en-1-yl)furan-2-yl)-3-oxopiperazine-1-carboxylate C(C1=CC=CC=C1)OC(=O)N1CC(N(CC1)C=1OC(=CC1)\C=C\C(=O)OC(C)(C)C)=O.C(C)(C)(C)OC(C[Zn]Cl)=O